C(C1=CC=CC=C1)N1N=C(C(=C1Cl)C=O)C(F)(F)F 1-BENZYL-5-CHLORO-3-(TRIFLUOROMETHYL)-1H-PYRAZOLE-4-CARBALDEHYDE